N-(3-((4-(trifluoromethyl)thiazole-2-yl)amino)phenyl)formamide FC(C=1N=C(SC1)NC=1C=C(C=CC1)NC=O)(F)F